ClC=1C=C(C(=NC1)OC1CCN(CC1)C1=CC=C(C=N1)C=1C=2N(C=C(C1)OCC(C)(C)O)N=CC2C#N)F 4-(6-(4-((5-chloro-3-fluoropyridin-2-yl)oxy)piperidin-1-yl)pyridin-3-yl)-6-(2-hydroxy-2-methylpropoxy)pyrazolo[1,5-a]pyridine-3-carbonitrile